N-methyl-3-(trifluoromethyl)benzamide CNC(C1=CC(=CC=C1)C(F)(F)F)=O